N-(3-chloro-5-(methylsulfonamido)phenyl)-4-(5-(trifluoromethyl)pyridin-2-yl)thiophene-2-carboxamide ClC=1C=C(C=C(C1)NS(=O)(=O)C)NC(=O)C=1SC=C(C1)C1=NC=C(C=C1)C(F)(F)F